OC=1C(=C(C#N)C(=CC1)Cl)Cl 3-hydroxy-2,6-dichlorobenzonitrile